C1(=CC(=CC=C1)C1=NN(C=C1)C1=NC=2N(C(=C1)N1CCOCC1)N=C(C2)C2=CC=NC=C2)C 4-[5-[3-(m-tolyl)pyrazol-1-yl]-2-(4-pyridyl)pyrazolo[1,5-a]pyrimidin-7-yl]morpholine